sodium m-chloromethyl-phenol ClCC=1C=C(C=CC1)O.[Na]